4-(p-iodophenyl)butyric acid C1=CC(=CC=C1CCCC(=O)O)I